3,5-dimethyl-2-[2-[1-methyl-3-piperidyl]thiazolo[4,5-d]pyrimidin-5-yl]phenol CC=1C(=C(C=C(C1)C)O)C=1N=CC2=C(N1)N=C(S2)C2CN(CCC2)C